(5R,8S,9S)-1,9-difluoro-6,7,8,9-tetrahydro-5H-5,8-epiminocyclohepta[c]pyridine trifluoroacetate salt FC(C(=O)O)(F)F.FC1=NC=CC2=C1[C@@H]([C@@H]1CC[C@H]2N1)F